5-[(7S)-2-chloro-7'-fluoro-6-methyl-spiro[5,8-dihydropyrido[4,3-d]pyrimidin-7,1'-indan]-4-yl]-4,6,7,8-tetrahydropyrazolo[1,5-a][1,4]diazepine ClC=1N=C(C2=C(N1)C[C@]1(CCC3=CC=CC(=C13)F)N(C2)C)N2CC=1N(CCC2)N=CC1